F[C@@H]1CN(CC[C@@H]1OS(=O)(=O)C(F)(F)F)C(=O)OC(C)(C)C tert-butyl (3R,4S)-3-fluoro-4-(((trifluoromethyl)sulfonyl)oxy)piperidine-1-carboxylate